O=C1NC2(CCC2)CO1 6-oxo-7-oxa-5-azaspiro[3.4]octane